N1-(5-(3-(6-Amino-4-methylpyridin-3-yl)-1-methyl-1H-indazole-5-carboxamido)-2-methylphenyl)-N4-methylterephthalamide NC1=CC(=C(C=N1)C1=NN(C2=CC=C(C=C12)C(=O)NC=1C=CC(=C(C1)NC(C1=CC=C(C(=O)NC)C=C1)=O)C)C)C